CN(C)CC1NCCC1 2-((dimethylamino)methyl)pyrrolidin